[O-]CC.[O-]CC.[O-]CC.[O-2].[V+5] vanadium oxide triethoxide